N1CC(C1)NC(=O)C=1N=NN(C1)C1CC1 N-(azetidin-3-yl)-1-cyclopropyl-1H-1,2,3-triazole-4-carboxamide